(5-isopropyl-1H-pyrazol-3-yl)[(1R,5S,6r)-6-([1,2,3]triazolo[1,5-a]pyridin-3-yl)-3-azabicyclo[3.1.0]hex-3-yl]methanone C(C)(C)C1=CC(=NN1)C(=O)N1C[C@H]2C([C@H]2C1)C=1N=NN2C1C=CC=C2